COC1=C(C=CC(=N1)C1=CC=CC2=C1OC(CO2)C[NH-])NC=2C=NC=CC2 {8-[6-methoxy-5-(pyridin-3-ylamino)-pyridin-2-yl]-2,3-dihydro-benzo[1,4]dioxin-2-ylmethyl}-amid